bis(4-methoxy-3-isocyanatophenyl)disulfide COC1=C(C=C(C=C1)SSC1=CC(=C(C=C1)OC)N=C=O)N=C=O